N-(4-tert-butyl-1,3-oxazol-2-yl)-4-methyl-3-[2-(pyridin-3-yl)ethynyl]benzamide C(C)(C)(C)C=1N=C(OC1)NC(C1=CC(=C(C=C1)C)C#CC=1C=NC=CC1)=O